FC=1C(=CC=C(C1C1=C(C=CC(=C1)C1(OC1)C1=CC=CC=C1)OC)C#N)OCCOC 6-fluoro-2'-methoxy-5-(2-methoxyethoxy)-5'-(2-phenyloxiran-2-yl)-[1,1'-biphenyl]-2-carbonitrile